C(C)(C)(C)C1=C(C=CC(=C1)C(C)(C)C)OP([O-])C1=CC=C(C=C1)C1=CC=C(C=C1)P([O-])[O-] (2,4-di-tert-butylphenyl)-[1,1-biphenyl]-4,4'-diyl-bis-phosphonite